N-(3-cyano-8-(3-fluorobenzyl)-5,6,7,8-tetrahydro-4H-thieno[2,3-d]azepin-2-yl)-2-(4-sulfamoylphenyl)acetamide C(#N)C1=C(SC=2C(CNCCC21)CC2=CC(=CC=C2)F)NC(CC2=CC=C(C=C2)S(N)(=O)=O)=O